(S)-1-(4-(4-methylthiazol-5-yl)phenyl)ethylamine hydrochloride Cl.CC=1N=CSC1C1=CC=C(C=C1)[C@H](C)N